benzyl 4-((S)-4-(tert-butyloxycarbonyl)-3-(cyanomethyl) piperazin-1-yl)-2-(((S)-1-methylpyrrolidin-2-yl) methoxy)-5,8-dihydropyrido[3,4-d]pyrimidine-7(6H)-carboxylate C(C)(C)(C)OC(=O)N1[C@H](CN(CC1)C=1C2=C(N=C(N1)OC[C@H]1N(CCC1)C)CN(CC2)C(=O)OCC2=CC=CC=C2)CC#N